NC1=CC(=C(OC2=CC=NC3=CC(=C(C=C23)N(C(OC(C)(C)C)=O)C2CC2)F)C(=C1)F)F tert-butyl (4-(4-amino-2,6-difluorophenoxy)-7-fluoroquinolin-6-yl)(cyclopropyl)carbamate